CNCC1=NC=CC=C1 N-methyl-1-(2-pyridinyl)methylamine